CS(=O)CC meth-ylethylsulfoxide